3-(((E)-3-hexylundec-2-enoyl)oxy)-2-((((2-(1-methylpiperidin-4-yl)ethoxy)carbonyl)oxy)methyl)propyl (9Z,12Z)-octadeca-9,12-dienoate C(CCCCCCC\C=C/C\C=C/CCCCC)(=O)OCC(COC(\C=C(\CCCCCCCC)/CCCCCC)=O)COC(=O)OCCC1CCN(CC1)C